N-(4-(((R)-3-((R)-2,5-dihydrofuran-2-yl)-3-phenethyl-pyrrolidin-1-yl)methyl)phenyl)acetamide O1[C@H](C=CC1)[C@]1(CN(CC1)CC1=CC=C(C=C1)NC(C)=O)CCC1=CC=CC=C1